C(CCCCCCCCCCC)OC([O-])=S n-dodecylthiocarbonate